2,3-dimethyl-4-(2-methyl-3-(4-oxoquinazolin-3(4H)-yl)phenyl)-1H-indole-7-carboxamide CC=1NC2=C(C=CC(=C2C1C)C1=C(C(=CC=C1)N1C=NC2=CC=CC=C2C1=O)C)C(=O)N